1-(6-ethylpyridin-2-yl)-2-(quinolin-4-yl)ethan-1-one C(C)C1=CC=CC(=N1)C(CC1=CC=NC2=CC=CC=C12)=O